ClC1=CC(=C(C=C1)COC1=CC=NN1C1CCN(CC1)CC1=NC2=C(N1C[C@H]1OCC1)C=C(C=C2)C(=O)OC)F methyl 2-[(4-{5-[(4-chloro-2-fluorophenyl)methoxy]-1H-pyrazol-1-yl}piperidin-1-yl)methyl]-1-{[(2S)-oxetan-2-yl]methyl}-1H-benzimidazole-6-carboxylate